C(C)N1N=CC2=CC=C(C(=C12)OC)NC1=CC(=NC=C1)NC(=O)C1CC1 (4-((1-ethyl-7-methoxy-1H-indazol-6-yl)amino)pyridin-2-yl)cyclopropylcarboxamide